3-methyl-1-(2,5-dimethylphenyl)-2-pyrazolin-5-one CC1=NN(C(C1)=O)C1=C(C=CC(=C1)C)C